C(CCCCCCCCCCCCC)N1C(=C(C(C2=C(C=C(C=C12)O)O)=O)O)C1=CC=CC=C1 N-tetradecyl-2-phenyl-3,5,7-trihydroxyquinolin-4-one